N-((2,4-diisopropyl-6-(2-(methylamino)ethoxy)pyridin-3-yl)carbamoyl)-6,7-dihydro-5H-pyrazolo[5,1-b][1,3]oxazine-3-sulfonimidamide C(C)(C)C1=NC(=CC(=C1NC(=O)NS(=O)(=N)C=1C=NN2C1OCCC2)C(C)C)OCCNC